C(#N)[C@H](C[C@H]1C(NCC1)=O)NC(=O)[C@H](CC(C)C)NC(OCC1CCC(CC1)(F)F)=O (4,4-difluorocyclohexyl)methyl N-[(1S)-1-[[(1S)-1-cyano-2-[(3S)-2-oxopyrrolidin-3-yl]ethyl]carbamoyl]-3-methyl-butyl]carbamate